2-(2,5-difluoro-4-(6-((5-methoxy-1,3,4-thiadiazol-2-yl)methoxy)pyridin-2-yl)benzyl)-1-((1-(difluoromethyl)cyclopropyl)methyl)-1H-benzo[d]imidazole-6-carboxylic acid FC1=C(CC2=NC3=C(N2CC2(CC2)C(F)F)C=C(C=C3)C(=O)O)C=C(C(=C1)C1=NC(=CC=C1)OCC=1SC(=NN1)OC)F